FC1=C(C(=O)Cl)C=CC(=C1[N+](=O)[O-])F 2,4-difluoro-3-nitrobenzoyl chloride